[2-(tert-Butoxycarbonyl)-5-chlorophenyl]-1,2-dimethyl-1H-pyrrole-3-carboxylic acid C(C)(C)(C)OC(=O)C1=C(C=C(C=C1)Cl)C=1C(=C(N(C1)C)C)C(=O)O